FC1=C2C(N(C=NC2=CC(=C1)C=1C=C(C=2N(C1)C=C(N2)C)F)C2CC(N(CC2)C(=O)OC(C)(C)C)C)=O tert-butyl 4-(5-fluoro-7-{8-fluoro-2-methylimidazo[1,2-a]pyridin-6-yl}-4-oxoquinazolin-3-yl)-2-methylpiperidine-1-carboxylate